FC(C1=NC(=NO1)C1=CC=C(C=C1)CN1OCCC1)(F)F 2-[[4-[5-(trifluoromethyl)-1,2,4-oxadiazol-3-yl]phenyl]methyl]isoxazolidin